Cl.NCC1=CC(=C(C(=C1)Cl)C1(C(NC(CC1)=O)=O)F)Cl 3-(4-(aminomethyl)-2,6-dichlorophenyl)-3-fluoropiperidine-2,6-dione hydrochloride